(S)-3-(3-((2-ethylpyrimidin-5-yl)amino)-4-((R)-1-morpholinopropyl)phenyl)-4-methoxybutanoic acid C(C)C1=NC=C(C=N1)NC=1C=C(C=CC1[C@@H](CC)N1CCOCC1)[C@H](CC(=O)O)COC